OC1=C2C=CC(=CC2=CC=C1)C(=O)O 5-hydroxy-2-naphthoic acid